C(C)OC(C1=C(C(=CC(=C1)F)OCC1(CC1)C(F)(F)F)Cl)=O 2-chloro-5-fluoro-3-[[1-(trifluoromethyl)cyclopropyl]methoxy]benzoic acid ethyl ester